1-(6-bromopyridin-3-yl)-6-chloro-4-oxo-1,4-dihydroquinoline-3-carboxylic acid ethyl ester C(C)OC(=O)C1=CN(C2=CC=C(C=C2C1=O)Cl)C=1C=NC(=CC1)Br